5-cyclohexyl-3-cyclopentyl-isoxazolo[4,5-d]pyrimidine-7(6H)-one C1(CCCCC1)C=1NC(C2=C(N1)C(=NO2)C2CCCC2)=O